cyclopentenyl-(benzogermole) C1(=CCCC1)[GeH]1C=CC2=C1C=CC=C2